N-methyl-4-(3,3,3-trifluoroprop-1-ynyl)cyclohexanecarboxamide CNC(=O)C1CCC(CC1)C#CC(F)(F)F